BrC=1C=C2C=CC(=CC2=CC1)C(=O)NCCN1CCN(CC1)C1=CC(=CC=C1)C(F)(F)F 6-bromo-N-(2-(4-(3-(trifluoromethyl)phenyl)piperazin-1-yl)ethyl)-2-naphthamide